NC1=CC=CC(=N1)S(=O)(=O)NC(=O)C=1C(=NC=C(C1)C1=CC(=CC(=C1)C)OC(C)C)N1C(CC(C1)C)(C)C N-[(6-Amino-2-pyridyl)sulfonyl]-5-(3-isopropoxy-5-methylphenyl)-2-(2,2,4-trimethylpyrrolidin-1-yl)pyridin-3-carboxamid